C(C=C)[C@@H]1OC(OC[C@H]1N(NC(=O)OCC1=CC=CC=C1)C(=O)OCC1=CC=CC=C1)C1=CC=C(C=C1)OC Dibenzyl 1-((4S,5R)-4-allyl-2-(4-methoxyphenyl)-1,3-dioxan-5-yl)hydrazine-1,2-dicarboxylate